C(C)(C)(C)OC(=O)N1C[C@H](CCC1)N1C(NC2=C1C=C(C(=C2)F)Br)=O (S)-3-(6-bromo-5-fluoro-2-oxo-2,3-dihydro-1H-benzo[d]imidazol-1-yl)piperidine-1-carboxylic acid tert-butyl ester